[Si](C1=CC=CC=C1)(C1=CC=CC=C1)(C(C)(C)C)OC1C2C(N(C(C1)C2)C(=O)[O-])C=O 5-((tert-butyldiphenylsilyl)oxy)-3-formyl-2-azabicyclo[2.2.1]heptane-2-carboxylate